2,6-Difluoro-N-(6-(3-(5-(hydroxymethyl)-5-methyl-4,5-dihydroisoxazol-3-yl)-5-(trifluoromethyl)-1H-pyrazol-1-yl)pyridin-3-yl)benzamide FC1=C(C(=O)NC=2C=NC(=CC2)N2N=C(C=C2C(F)(F)F)C2=NOC(C2)(C)CO)C(=CC=C1)F